ClC1=C(C=CC(=C1)Cl)C1=CC2=C(N=C(N=C2)SC)N2C1=NCC2 6-(2,4-dichlorophenyl)-2-(methylthio)-8,9-dihydroimidazo[1',2':1,6]pyrido[2,3-d]pyrimidine